C(N)(=O)[C@@H]1N(C[C@H](CC1)NC(COC1=CC(=C(C=C1)Cl)F)=O)C(=O)OCCCC butyl (2R,5S)-2-carbamoyl-5-[2-(4-chloro-3-fluorophenoxy)acetamido]piperidine-1-carboxylate